azadecalin N1CCCC2CCCCC12